NC=1C=CC(=C(C1)C1=NC(=NC(=C1)N1CCOCC1)N1CCC(CC1)O)C 1-(4-(5-amino-2-methylphenyl)-6-morpholinopyrimidin-2-yl)piperidin-4-ol